2-[4-(2-Cyclobutylsulfanyl-3-pyridinyl)-2,6-difluoro-phenoxy]Acetonitrile C1(CCC1)SC1=NC=CC=C1C1=CC(=C(OCC#N)C(=C1)F)F